4-hydroxy-2,2,3,3-tetramethylbutylbenzoate OCC(C(COC(C1=CC=CC=C1)=O)(C)C)(C)C